COC(CC1=CC=C(C=C1)C1=NN(C(=C1C#N)N)C1(CC1)C)=O 2-(4-(5-amino-4-cyano-1-(1-methylcyclopropyl)-1H-pyrazol-3-yl)phenyl)acetic acid methyl ester